1-{3-bromo-2-[(2H3)methyl]tolyl}-4-[(2H3)methyl]-1,4-dihydro-5-tetraazolone BrC=1C(=C(C=CC1N1N=NN(C1=O)C([2H])([2H])[2H])C)C([2H])([2H])[2H]